CC1=C(C(=O)C2=C(C=CC=C2)P(C2=CC=CC=C2)(C2=CC=CC=C2)=O)C(=CC(=C1)C)C 2,4,6-trimethylbenzoyl-diphenyl-Phenylphosphine oxide